C1(CC1)CN1CCOC2=C1C=CC(=C2)N 4-(cyclopropylmethyl)-2,3-dihydro-1,4-benzoxazin-7-amine